C(C)(C)(C)OC(NCC1CCC(CC1)C(N[C@H]1CCCCC(NC2=CC=CC=C2C2=CNC1=N2)=O)=O)=O [4-((S)-9-Oxo-8,16,18-triaza-tricyclo[13.2.1.02,7]octadeca-1(17),2,4,6,15(18)-pentaen-14-ylcarbamoyl)-cyclohexylmethyl]-carbamic acid tert-butyl ester